C(CCC)(=O)NC=1C=CC=C2C(=CNC12)C1=CC(=NC=C1)NC(=O)C1CC1 N-(4-(7-Butyramido-1H-indol-3-yl)pyridin-2-yl)cyclopropancarboxamid